[Si].C(C)C1(COC1)CO 3-ethyl-3-Hydroxymethyloxetane Silicon